4-(2-(4-Chlorophenyl)cyclopropyl)benzoic acid ClC1=CC=C(C=C1)C1C(C1)C1=CC=C(C(=O)O)C=C1